CN(C)CC(C)O 1-(N,N-dimethylamino)-2-propanol